(1S,2R,3R,4S,6R)-4,6-diazido-3-(((2R,3R,6S)-3-azido-6-((R)-1-(benzyl(methyl)amino)-2-(benzyloxy)ethyl)tetrahydro-2H-pyran-2-yl)oxy)cyclohexane-1,2-diol N(=[N+]=[N-])[C@@H]1[C@H]([C@@H]([C@H]([C@@H](C1)N=[N+]=[N-])O)O)O[C@H]1O[C@@H](CC[C@H]1N=[N+]=[N-])[C@@H](COCC1=CC=CC=C1)N(C)CC1=CC=CC=C1